(toluene-4-sulfonic acid) methyl-propionate COC(CC)=O.CC1=CC=C(C=C1)S(=O)(=O)O